C(#N)C=1C(=NC(=CC1C1=CC=C(C=C1)C)C=1SC=CC1)SC(C(=O)O)C1=CC=CC=C1 2-((3-cyano-6-(thiophen-2-yl)-4-(p-tolyl)pyridin-2-yl)thio)-2-phenylacetic acid